Cl.CN1N=CC(=C1)C=1C=CC=2N(C1)N=CC2N2CCNCC2 6-(1-methyl-1H-pyrazol-4-yl)-3-piperazin-1-yl-pyrazolo[1,5-a]pyridine hydrochloride